ClC1=C(C=C(C=C1Cl)C)N1[C@@H](CN(CC1)CC[C@@H]1CC[C@H](CC1)NC(=O)C1(CC1)O)C N-(trans-4-(2-((R)-4-(2,3-dichloro-5-methylphenyl)-3-methylpiperazin-1-yl)ethyl)cyclohexyl)-1-hydroxycyclopropane-1-carboxamide